(R)-1-(3-(4-(1,2-dihydroxyethyl)-1-(4-(trifluoromethoxy)phenyl)-1H-pyrazolo[3,4-b]pyridin-3-yl)azetidin-1-yl)-2-fluoroprop-2-en-1-one O[C@@H](CO)C1=C2C(=NC=C1)N(N=C2C2CN(C2)C(C(=C)F)=O)C2=CC=C(C=C2)OC(F)(F)F